[Cl-].C(CCCCCCCCC)[N+](C)(C)CCC decyl-propyl-dimethyl-ammonium chloride